FC=1C=C2C(=CC1)OCCC21CC1 6-fluoro-2,3-dihydrospiro[chromen-4,1'-cyclopropane]